NC([C@](CCCCC1=C(C=CC=C1)O)(C)N1CN=CC=C1CCCN(C)C)C (R)-2-(6-amino-5-(4-(3-(dimethylamino)propan-1-yl)-pyrimidin-3-yl)-5-methyl-hept-1-yl)phenol